7-(sec-butoxy)-4-(o-tolyl)quinolin-2(1H)-one C(C)(CC)OC1=CC=C2C(=CC(NC2=C1)=O)C1=C(C=CC=C1)C